2-(4-(Methylcarbamoyl)phenyl)-N-(2-(1-methylpyrrolidin-2-yl)ethyl)benzo[d]imidazo[2,1-b]thiazole-7-carboxamide hemiformate C(=O)O.CNC(=O)C1=CC=C(C=C1)C=1N=C2SC3=C(N2C1)C=CC(=C3)C(=O)NCCC3N(CCC3)C.CNC(=O)C3=CC=C(C=C3)C=3N=C1SC2=C(N1C3)C=CC(=C2)C(=O)NCCC2N(CCC2)C